C(C)(C)N1N=C(C2=CC=CC=C2C1=O)OS(=O)(=O)C(F)(F)F 3-isopropyl-4-oxo-3,4-dihydro-phthalazin-1-yl-triflate